(S)-8-((3S,5R)-4-acryloyl-3,5-dimethylpiperazin-1-yl)-l-1-chloro-3-(4-fluoropyridin-3-yl)-10-(trifluoromethyl)-3,4-dihydro-2H,6H-[1,4]thiazepino[2,3,4-ij]quinazolin-6-one C(C=C)(=O)N1[C@H](CN(C[C@H]1C)C1=NC(N2C3=C(C=C(C=C13)C(F)(F)F)S(C[C@H](C2)C=2C=NC=CC2F)Cl)=O)C